C1(=CC=CC=C1)C=1C(=NC=CC1)C([2H])([2H])[2H].C1(=CC=CC=C1)C=1C(=NC=CC1)C([2H])([2H])[2H].[Ir+3] iridium(III) bis(phenyl-(methyl-d3)pyridine)